C(CCC)C(COC(=O)OCCCCCCN(CCCCCCOC(C(CCCCCCCC)CCCCCC)=O)CCO)CCCCCC.NCCC[Si](OC)(OC)OC 3-aminopropyl-tri-methoxysilane 6-((6-((((2-butyloctyl)oxy)carbonyl)oxy)hexyl)(2-hydroxyethyl)amino)hexyl-2-hexyldecanoate